FC1=CC=2C(C=C(OC2C2=C1NC(=N2)C(F)(F)F)C2=NC=CC=C2)=O 4-fluoro-8-(pyridin-2-yl)-2-(trifluoromethyl)chromeno[7,8-d]imidazol-6(3H)-one